C1(CCCCC1)CCN 2-cyclohexylethylamine